1-(4-(2,6-dioxopiperidin-3-yl)-3,5-difluorophenyl)azetidin-3-yl((R)-tetrahydro-2H-pyran-3-yl)carbamate O=C1NC(CCC1C1=C(C=C(C=C1F)N1CC(C1)N(C([O-])=O)[C@H]1COCCC1)F)=O